N-(3-chloroallyl)hexylammonium chloride [Cl-].ClC=CCCCCCCC[NH3+]